C(C)(=O)N[C@@H](CC(=O)O)C(=O)O.FC=1C=C(C=CC1C=1C=NC(=CC1)C=O)N1C(O[C@H](C1)CNC(C)=O)=O (S)-N-({3-[3-fluoro-4-(6-formylpyridin-3-yl)phenyl]-2-oxo-1,3-oxazolidin-5-yl}methyl)acetamide N-acetyl-aspartate